OC(CC(=O)OC1CC(CCC1C(C)C)C)C menthyl 3-hydroxy-butyrate